C(C)(C)(C)OC(=O)N(N)C1CC(N(C(C1)C)CC1=CC=CC=C1)C (trans-1-benzyl-2,6-dimethylpiperidin-4-yl)hydrazine-1-carboxylic acid tert-butyl ester